[Si](C)(C)(C(C)(C)C)OC1=CC=2N(C3=CC=CC=C3C2C=C1C=C(C#N)C1=NC=CC=C1)CCC (2-((tert-butyldimethylsilyl)oxy)-9-propyl-9H-carbazol-3-yl)2-(pyridine-2-yl)acrylonitrile